[Si](C1=CC=CC=C1)(C1=CC=CC=C1)(C(C)(C)C)O[C@@H]1CC[C@H](CC1)C(=O)C=1C=C(C(=C(C(=O)O)C1)C(C1=CC=C(C=C1)Cl)=O)F 5-(trans-4-((tert-butyldiphenylsilyl)oxy)cyclohexane-1-carbonyl)-2-(4-chlorobenzoyl)-3-fluorobenzoic acid